FC=1C=2N(C=CC1)N=C(C2)[C@@H]2N(CCC1=C2N=CN1)C(=O)C=1OC(=NN1)C1=CC=NC=C1 (R)-(4-(4-fluoropyrazolo[1,5-a]pyridin-2-yl)-6,7-dihydro-1H-imidazo[4,5-c]pyridin-5(4H)-yl)(5-(pyridin-4-yl)-1,3,4-oxadiazol-2-yl)methanone